titanium oxyfluoride hydrate O.O(F)F.[Ti]